(2S)-1-(3-oxa-7,9-diazabicyclo[3.3.1]nonan-9-yl)-2-(4-chlorophenyl)-3-(isopropylamino)propane C12COCC(CNC1)N2C[C@H](CNC(C)C)C2=CC=C(C=C2)Cl